methyl 5-chloro-2-[(6-chloro-3-tetrahydrofuran-3-yl-4-quinolyl)amino]benzoate ClC=1C=CC(=C(C(=O)OC)C1)NC1=C(C=NC2=CC=C(C=C12)Cl)C1COCC1